1,6-dihydroxy-2-methylanthraquinone OC1=C(C=CC=2C(C3=CC(=CC=C3C(C12)=O)O)=O)C